C(=O)[C@H]1[C@H](CN(CC1)C(=O)OC(C)(C)C)C tert-butyl (3R,4R)-4-formyl-3-methyl-piperidine-1-carboxylate